2,4-diamino-6-(1-(4-nitrophenyl)-1H-1,2,3-triazol-4-yl)quinazoline NC1=NC2=CC=C(C=C2C(=N1)N)C=1N=NN(C1)C1=CC=C(C=C1)[N+](=O)[O-]